1-(4-chloro-3-methoxybenzyl)-N-(2-(pyridin-3-yl)ethyl)-1H-indazole-3-carboxamide ClC1=C(C=C(CN2N=C(C3=CC=CC=C23)C(=O)NCCC=2C=NC=CC2)C=C1)OC